C1(CCC1)CNC(=O)C1=C(C=C(C=C1)C1=C(NC(=C1C1=C(C=C(C=C1)NC(C=C)=O)C)C)C(=O)N)OC 3-(4-(cyclobutylmethylcarbamoyl)-3-methoxy-phenyl)-5-methyl-4-(2-methyl-4-(prop-2-eneamido)phenyl)-1H-pyrrole-2-carboxamide